6''-((6-aminopyrimidin-4-yl)amino)-8''-methyl-2''H-dispiro[cyclohexane-1,1'-cyclobutane-3',3''-imidazo[1,5-a]pyridine]-1'',5''-dione NC1=CC(=NC=N1)NC1=CC(=C2N(C1=O)C1(NC2=O)CC2(C1)CCCCC2)C